C1=C2C(=CN=N1)C=NC=C2 pyrido[3,4-d]pyridazin